N-(4-(Benzo[d][1,3]dioxol-5-ylamino)-2-(naphthalen-2-yl)quinazolin-6-yl)-4-methylbenzamide O1COC2=C1C=CC(=C2)NC2=NC(=NC1=CC=C(C=C21)NC(C2=CC=C(C=C2)C)=O)C2=CC1=CC=CC=C1C=C2